FC=1C=2N(C=C(C1)C(NC1=CC=C(C=N1)N1CC3CCCC(C1)N3C(=O)OC(C)(C)C)=N)C=C(N2)C tert-butyl 3-(6-(8-fluoro-2-methylimidazo[1,2-a]pyridine-6-carboximidamido)pyridin-3-yl)-3,9-diazabicyclo[3.3.1]nonane-9-carboxylate